C(C)(C)(C)OC(NC1COC(OC1)\C=C\C1=C(C=CC(=C1)C(=O)NN)C(F)(F)F)=O [2-{(E)-2-[5-(hydrazinocarbonyl)-2-(trifluoromethyl)phenyl]vinyl}-1,3-dioxan-5-yl]carbamic acid tert-butyl ester